C(CC)[Si](O[Si](O[Si](O[Si](C)(C)C)(C)CCC)(C)C)(C)C 1,5-dipropyl-1,1,3,3,5,7,7,7-octamethyltetrasiloxane